CC(CC)(CCC)S 3-Methyl-3-Sulfanylhexan